(±)-4-(4-(2-amino-6-methylpyrimidin-4-yl)-1,4-oxazepan-3-yl)-3-chloro-N-methyl-N-(tetrahydro-2H-pyran-4-yl)benzamide NC1=NC(=CC(=N1)N1[C@@H](COCCC1)C1=C(C=C(C(=O)N(C2CCOCC2)C)C=C1)Cl)C |r|